N1=C(C=NC=C1)C(=O)NC1=NOC2=C1C=C(C=C2)N 3-(pyrazine-2-carboxamido)benzo[d]isoxazole-5-amin